S-(2-aminoethylthio)-2-thiopyridine C1=CC=NC(=C1)SSCCN